ClC1=NC=CC2=C1SC1=C2SC=C1 5-Chlorothieno[2',3':4,5]Thieno[2,3-c]Pyridine